CC1=CC(=NN1CCOCC[Si](CC)(CC)CC)C(F)(F)F 5-methyl-3-(trifluoromethyl)-1-{[2-(triethylsilyl)ethoxy]ethyl}-1H-pyrazole